C[C@@H]1O[C@@H](CN(C1)C(=O)C1=COC(=C1)C1=C(C(=C(C(=C1)F)F)O)F)C ((2S,6R)-2,6-Dimethylmorpholino)(5-(2,4,5-trifluoro-3-hydroxyphenyl)furan-3-yl)methanone